4-bromo-7-chloro-6-(4-cyclopropylbenzyl)-2,3-dihydrobenzofuran BrC1=CC(=C(C2=C1CCO2)Cl)CC2=CC=C(C=C2)C2CC2